N-(6-(4-fluoro-2-(hydroxymethyl)phenyl)imidazo[1,2-a]pyridin-2-yl)cyclopropanecarboxamide FC1=CC(=C(C=C1)C=1C=CC=2N(C1)C=C(N2)NC(=O)C2CC2)CO